CN1C(N(C2=C1C=CC(=C2)NC2=CC=C(C=C2)N2CCCC2)C)=O 1,3-Dimethyl-5-((4-(pyrrolidin-1-yl)phenyl)amino)-1,3-dihydro-2H-benzo[d]imidazol-2-one